(2S)-2-amino-3-methylbutyl 15-chloro-9-(methoxymethyl)-2,4,8,10,11-pentaazatetracyclo[11.4.0.02,6.08,12]heptadeca-1(17),3,5,9,11,13,15-heptaene-5-carboxylate ClC=1C=C2C3=NN=C(N3CC3=C(N=CN3C2=CC1)C(=O)OC[C@H](C(C)C)N)COC